C(C1=CC=CC=C1)NC(CC1=CC=C(C=C1)Cl)=O N-benzyl-2-(4-chlorophenyl)acetamide